OC[C@H](C#CC1=CC=C(C=C1)C1=CC=C(C=C1)OC(CO)CCO)N1C(=NC=C1)[C@H](C)O 2-((4'-((S)-4-hydroxy-3-(2-((S)-1-hydroxyethyl)-1H-imidazol-1-yl)but-1-yn-1-yl)-[1,1'-biphenyl]-4-yl)oxy)butane-1,4-diol